5-((4-(8-fluoro-7-methyl-[1,2,4]triazolo[1,5-a]pyridin-6-yl)piperidin-1-yl-2,2,6,6-d4)sulfonyl)-3-methylisothiazole FC=1C=2N(C=C(C1C)C1CC(N(C(C1)([2H])[2H])S(=O)(=O)C1=CC(=NS1)C)([2H])[2H])N=CN2